C(C)(C)(C)OC(=O)N1C[C@H](OC[C@@](C1)(OCC(C)C)C)C(=O)O |o1:12| (2S,6R*)-4-[(tert-butoxy)carbonyl]-6-methyl-6-(2-methylpropoxy)-1,4-oxazepane-2-carboxylic acid